(5R)-tert-butyl 4-benzyl-5-methyl-2-(m-tolyl)piperazine-1-carboxylate C(C1=CC=CC=C1)N1CC(N(C[C@H]1C)C(=O)OC(C)(C)C)C=1C=C(C=CC1)C